5-fluoro-2-oxo-2,3-dihydro-1H-benzo[d]imidazole-1-carboxylic acid tert-butyl ester C(C)(C)(C)OC(=O)N1C(NC2=C1C=CC(=C2)F)=O